ClC1=C(C=C(C(=C1)F)OC)C1=CC=2N(C(N(C(C2S1)=O)C=1C2=C(C=NC1)N=C(N2C)C(F)(F)F)=O)CCC#N 3-(6-(2-chloro-4-fluoro-5-methoxyphenyl)-3-(1-methyl-2-(trifluoromethyl)-1H-imidazo[4,5-c]pyridin-7-yl)-2,4-dioxo-3,4-dihydrothieno[3,2-d]pyrimidin-1(2H)-yl)propanenitrile